CCCCCCC(=O)Cl hexane-6-carbonyl chloride